ClC1=CC(=C(C=C1)NC(=O)C1=NC(=CN=C1)C=1C=NC(=CC1)C(F)(F)F)C N-(4-chloro-2-methylphenyl)-6-(6-(trifluoromethyl)pyridin-3-yl)pyrazine-2-carboxamide